(S)-1-((2,2-difluorocyclopropyl)methyl)-1H-pyrazolo[3,4-b]pyridin-6-amine FC1([C@@H](C1)CN1N=CC=2C1=NC(=CC2)N)F